8-[(1R)-1-(2-bromo-5-chloro-anilino)ethyl]-2-(4,4-dimethyl-1-piperidyl)-3,6-dimethyl-chromen-4-one BrC1=C(N[C@H](C)C=2C=C(C=C3C(C(=C(OC23)N2CCC(CC2)(C)C)C)=O)C)C=C(C=C1)Cl